FC1=CC=C(C=C1)N1N=CC2=CC(=C(C=C12)C)C12CN(CC2C1C1=CC=CC=C1)C(=O)C1=CC=CC(=N1)C#N 6-(1-(1-(4-fluorophenyl)-6-methyl-1H-indazol-5-yl)-6-phenyl-3-azabicyclo[3.1.0]hexane-3-carbonyl)pyridinecarbonitrile